[Na+].[Na+].P(=O)(O)([O-])[O-] Hydrogen phosphate disodium salt